O(C1=CC=CC=C1)C1=C(C=CC=C1)C1=CC=CC=2N1N=C(N2)NC=2C=CC1=C(CC[C@H](CC1)N1CCCC1)C2 (S)-5-(2-Phenoxyphenyl)-N-(7-(pyrrolidin-1-yl)-6,7,8,9-tetrahydro-5H-benzo[7]annulen-2-yl)-[1,2,4]triazolo[1,5-a]pyridin-2-amine